C(C1=CC=CC=C1)OCCN1N=NC=C1C=1C=C(C=NC1)N1N=C(C=CC1=O)C(=O)N[C@H](C)C1=C(C(=CC=C1)C(F)(F)F)F 1-[5-[3-(2-benzyloxyethyl)triazol-4-yl]-3-pyridyl]-N-[(1R)-1-[2-fluoro-3-(trifluoromethyl)phenyl]ethyl]-6-oxo-pyridazine-3-carboxamide